4,4-bis(ethylsulfanyl)-3-(trifluoromethyl)but-3-en-1-one C(C)SC(=C(CC=O)C(F)(F)F)SCC